1-fluoro-6-isopropylquinoline iodine salt [I].FN1CC=CC2=CC(=CC=C12)C(C)C